COCCOC=1C=C2C=C(N(C2=CC1)CC1=NC(=CC=C1)C)C(=O)O 5-(2-methoxyethoxy)-1-((6-methylpyridin-2-yl)methyl)-1H-indole-2-carboxylic acid